4-(ethoxymethyl)-4-methylpiperidine hydrochloride Cl.C(C)OCC1(CCNCC1)C